(1-Methyl-1H-1,2,4-triazol-3-yl)methyl (1-((3-cyano-4-fluorophenyl)carbamoyl)-2-methyl-2,4,5,6-tetrahydrocyclopenta[c]pyrrol-4-yl)carbamate C(#N)C=1C=C(C=CC1F)NC(=O)C=1N(C=C2C1CCC2NC(OCC2=NN(C=N2)C)=O)C